(but-2-yn-1-yl)-7-((2S,5R)-5-ethyl-2-methyl-4-(1-(quinoxalin-2-yl)ethyl)piperazin-1-yl)-4-methyl-2,4-dihydro-5H-pyrazolo[4,3-B]pyridin-5-one C(C#CC)N1N=C2C(N(C(C=C2N2[C@H](CN([C@@H](C2)CC)C(C)C2=NC3=CC=CC=C3N=C2)C)=O)C)=C1